ClC=1C=C(C=CC1Cl)CNC(CCC(N1C(C2=CC=CC=C2CC1)C1=CC=CC=C1)=O)=O N-[(3,4-Dichlorophenyl)methyl]-4-oxo-4-(1-phenyl-3,4-dihydro-1H-isoquinolin-2-yl)butyric acid amide